C1(=CC=C(C=C1)N1C2=CC=CC=C2C=2C=C(C=CC12)C=1C=CC=2N(C3=CC=CC=C3C2C1)C1=CC=C(C=C1)C1=CC=CC=C1)C1=CC=CC=C1 9,9'-Bis(biphenyl-4-yl)-3,3'-bi-9H-carbazole